C(CCCCCCCCCC)OCC(OCCCCCCCCCCC)COCCCCCCCCCCC 1,2,3-tri(undecyl)glycerol